FC1=CC(=NC(=C1)F)C1=CN=C2N1C=C(N=C2)C(F)(F)F 3-(4,6-difluoropyridin-2-yl)-6-(trifluoromethyl)imidazo[1,2-a]pyrazine